NC1=CC=C(C=C1)N1C(CCC1)CSC1=CC=CC=C1 1-(4-aminophenyl)-2-((phenylthio)methyl)pyrrolidine